(E)-N-[1-(2-nitrophenyl)-1H-pyrrol-2-yl-allylideneamino]-guanidinium ethanesulfonate C(C)S(=O)(=O)[O-].[N+](=O)([O-])C1=C(C=CC=C1)N1C(=CC=C1)C=C\C=N\NC(=[NH2+])N